CC(C)N(C(CSC1=NC2=C(N1C)C=C(C(=C2)C)C)=O)C(C)C N,N-bis(propan-2-yl)-2-[(1,5,6-trimethyl-1H-1,3-benzodiazol-2-yl)sulfanyl]acetamide